ClC1=NC(=CC(=N1)C)C(F)(F)F 2-chloro-4-methyl-6-(trifluoromethyl)pyrimidine